5-(4-((4-ethylmorpholin-3-yl)methoxy)phenyl)-2-oxo-6-(trifluoromethyl)-1,2-dihydropyridine-3-carboxamide C(C)N1C(COCC1)COC1=CC=C(C=C1)C=1C=C(C(NC1C(F)(F)F)=O)C(=O)N